ClC=1C=C(C=CC1F)B(O)O (3-Chloro-4-fluorophenyl)-boronic acid